COC=1C=C(C(=O)NC2CCNCC2)C=CC1NC1=NC=C(C(=N1)OC1=C2C(N(C3(C2=CC=C1)CC3)C)=O)C(F)(F)F 3-Methoxy-4-((4-((2'-methyl-3'-oxospiro[cyclopropane-1,1'-isoindolin]-4'-yl)oxy)-5-(trifluoromethyl)pyrimidin-2-yl)amino)-N-(piperidin-4-yl)benzamide